COC=1C=C2C(=CNC2=CC1C)CCN(C(C)C)C N-(2-(5-methoxy-6-methyl-1H-indol-3-yl)ethyl)-N-methylpropan-2-amine